5-[4-(6-chloro-5-fluoro-indolin-1-yl)quinazolin-6-yl]-1,3-benzoxazol-2-amine ClC1=C(C=C2CCN(C2=C1)C1=NC=NC2=CC=C(C=C12)C=1C=CC2=C(N=C(O2)N)C1)F